C(C)(=O)N1C2C(C3N(C(C(C1C3)([N+](=O)[O-])[N+](=O)[O-])C2)C(C)=O)([N+](=O)[O-])[N+](=O)[O-] 2,6-diacetyl-2,6-diaza-4,4,8,8-tetranitroadamantane